distyrylphenyl ether sulfate ammonium salt [NH4+].S(=O)(=O)([O-])[O-].C(=CC1=CC=CC=C1)C=1C(=C(C=CC1)OC1=C(C(=CC=C1)C=CC1=CC=CC=C1)C=CC1=CC=CC=C1)C=CC1=CC=CC=C1.[NH4+]